butyl (1S,2S,5R)-2-fluoro-1,5-dimethyl-3-oxo-8-azabicyclo[3.2.1]octane-8-carboxylate F[C@H]1[C@@]2(CC[C@](CC1=O)(N2C(=O)OCCCC)C)C